6-(2-isopropyl-6-methylphenyl)-N-(3-methyl-4-(4-methylpiperazin-1-yl)phenyl)pyrimido[5,4-c][2,6]naphthyridin-2-amine C(C)(C)C1=C(C(=CC=C1)C)C1=NC2=C(C=3C=NC=CC13)N=C(N=C2)NC2=CC(=C(C=C2)N2CCN(CC2)C)C